C(C)(C)(C)OC(=O)N[C@H](C(=O)O)CC1=CC=C(C=C1)OC1=CC=CC=C1 (2S)-2-(tert-butoxycarbonylamino)-3-(4-phenoxyphenyl)propionic acid